BrC1=C(C=C(C=C1)N1CCN(CC1)CC=1C=C(C=CC1C(F)(F)F)C(CN(C)C)NC)Cl 1-(3-((4-(4-bromo-3-chlorophenyl)piperazin-1-yl)methyl)-4-(trifluoromethyl)phenyl)-N1,N2,N2-trimethylethane-1,2-diamine